FC=1C=C(C=C2C=NNC12)C#CC1=NC(=NC=C1)C1=NC(=NC=C1)N1CC2=CC=C(C=C2C1)Br 7-fluoro-5-((2'-(5-bromoisoindolin-2-yl)-[2,4'-bipyrimidinyl]-4-yl)ethynyl)-1H-indazole